FC=1C=C(C=NC1)C1=CC(=NC(=C1F)C)C1=NOC(=N1)C1=CC=C(C=C1)F 3-(5,5'-Difluoro-6'-methyl-[3,4'-bipyridyl]-2'-yl)-5-(4-fluorophenyl)-1,2,4-oxadiazole